C(C)ONC(C1=CN=C(C=C1NC1=C(C=C(C=C1)C#C)N(S(=O)(=O)C)C)NC1=NC(=CC=C1)F)=O N-ethoxy-4-((4-ethynyl-2-(N-methyl-methanesulfonamido)-phenyl)amino)-6-(6-fluoro-pyridin-2-ylamino)nicotinamide